Cl.C1C(CC12CCC2)N spiro[3.3]heptane-2-amine hydrochloride